C(C)OC(CC1=C(C=C(C=C1)O)O)=O 2,4-dihydroxyphenylacetic acid ethyl ester